(S)-N-(4-((2-(2-(2-(2-azidoethoxy)ethoxy)ethoxy)ethyl)carbamoyl)cyclohexyl)-4-((2,4-dichlorophenyl)(p-tolyl)methyl)piperazine-1-carboxamide N(=[N+]=[N-])CCOCCOCCOCCNC(=O)C1CCC(CC1)NC(=O)N1CCN(CC1)[C@@H](C1=CC=C(C=C1)C)C1=C(C=C(C=C1)Cl)Cl